C(N)(OCC(=C(F)C(C)(C)C)CN1N=CC(=C1)C(NCC)=O)=O tert-butyl-(2-((4-(ethylcarbamoyl)-1H-pyrazol-1-yl) methyl)-3-fluoroallyl) carbamate